mono-tert-butyl docosanedioate C(CCCCCCCCCCCCCCCCCCCCC(=O)[O-])(=O)OC(C)(C)C